N-(4-(4-amino-7-methyl-5-(4-((6-methylpyridin-2-yl)oxy)phenyl)-7H-pyrrolo[2,3-d]pyrimidin-6-yl)phenyl)-N-methylmethacryl-amide NC=1C2=C(N=CN1)N(C(=C2C2=CC=C(C=C2)OC2=NC(=CC=C2)C)C2=CC=C(C=C2)N(C(C(=C)C)=O)C)C